cumene peroxyneodecanoate C(CCCCCC(C)(C)C)(=O)OO.C1(=CC=CC=C1)C(C)C